FC1=C2C3=C(NC2=C(C=C1F)NC)N=CC(=C3N3C[C@H](CC3)CO)C=3C=C1C(C(=CN(C1=NC3)C)C(=O)O)=O (S)-6-(5,6-difluoro-4-(3-(hydroxymethyl)pyrrolidin-1-yl)-8-(methylamino)-9H-pyrido[2,3-b]indol-3-yl)-1-methyl-4-oxo-1,4-dihydro-1,8-naphthyridine-3-carboxylic acid